NC1=NC2=CC=C(C=C2C=C1C)C(=O)N(CC1=NC=C(C=C1)C(F)(F)F)CC1=C(C=CC=C1F)F 2-amino-N-(2,6-difluorobenzyl)-3-methyl-N-((5-(trifluoromethyl)-2-pyridinyl)methyl)-6-quinolinecarboxamide